COC(=O)C=1OC2=C(C1)C(=CC=C2)N2C=NC(=C2)F 4-(4-fluoro-1H-imidazol-1-yl)benzofuran-2-carboxylic acid methyl ester